N-(2-Chloro-4-methoxy-6-morpholin-4-yl-pyridin-3-yl)-2-cyclopentylacetamide ClC1=NC(=CC(=C1NC(CC1CCCC1)=O)OC)N1CCOCC1